lithium aluminum titanium oxygen phosphate P(=O)([O-])([O-])[O-].[O+2].[Ti+4].[Al+3].[Li+]